2-chloro-N-(3,4-difluorophenyl)pteridin-4-amine ClC1=NC2=NC=CN=C2C(=N1)NC1=CC(=C(C=C1)F)F